n-octadecyl-3-(2-pyridyldithio)-propionamide C(CCCCCCCCCCCCCCCCC)C(C(=O)N)CSSC1=NC=CC=C1